CN(C(=O)OC=1C(=CC(=C(C1)SSC1=C(C=C(C(=C1)OC(N(C)C)=O)C)C)C)C)C bis(5-dimethylcarbamoyloxy-2,4-dimethylphenyl) disulfide